methyl 2-amino-4-(3-(benzyloxy)-8-chloronaphthalen-1-yl)-5-(2-chlorophenoxy)benzoate NC1=C(C(=O)OC)C=C(C(=C1)C1=CC(=CC2=CC=CC(=C12)Cl)OCC1=CC=CC=C1)OC1=C(C=CC=C1)Cl